F[C@@H]\1[C@@]2(C[C@H]([C@](C/C1=C\C=1N=NC(=CN1)C1=C(C=C(C=C1)N1C=NC=C1)O)(N2)C)OC)C 2-(3-((E)-((1S,2S,5S,6R)-2-fluoro-6-methoxy-1,5-dimethyl-8-azabicyclo[3.2.1]octan-3-ylidene)methyl)-1,2,4-triazin-6-yl)-5-(1H-imidazol-1-yl)phenol